ClC1=C(C2=C(NC(O[C@@]23CN(CCC3)C(=O)C=3NC=C(N3)C(CC)C3=CC=C(C=C3)F)=O)C=C1)F (4R)-6-Chloro-5-fluoro-1'-(4-(1-(4-fluorophenyl)propyl)-1H-imidazole-2-carbonyl)spiro[benzo[d][1,3]oxazine-4,3'-piperidin]-2(1H)-one